CC(C)(CC(C)(C)C)N=S(=N)(C=1C=NC=CC1)F N-(2,4,4-trimethylpentan-2-yl)pyridine-3-sulfondiimidoyl fluoride